COC(C1=NC=C(C=C1)C1=CC2=C(N=CN(C2=O)[C@H](CO)C)C(=N1)C=1C=NC=CC1)=O (S)-5-(3-(1-hydroxy-prop-2-yl)-4-oxo-8-(pyridin-3-yl)-3,4-dihydropyrido[3,4-d]pyrimidin-6-yl)picolinic acid methyl ester